N[C@@H](CS)C(=O)NCC=CN=[N+]=[N-] cysteinyl-3-azidoallylamine